[O-]S(=O)(=O)C(F)(F)F.ClC1=CC=C(/C=C/[S+]2CCCC2)C=C1 (E)-1-(4-chlorostyryl)tetrahydro-1H-thiophen-1-ium triflate